N-{[3-chloro-4-(tetramethyl-1,3,2-dioxaborolan-2-yl)phenyl]methyl}-5-fluoro-2-methoxybenzamide ClC=1C=C(C=CC1B1OC(C(O1)(C)C)(C)C)CNC(C1=C(C=CC(=C1)F)OC)=O